ClC1=CC=C(C=C1)/C=C/C(=O)NCC(=O)O 2-[[(E)-3-(4-chlorophenyl)prop-2-enoyl]amino]acetic acid